1-chloro-4-(chloromethyl)-2-methoxybenzene ClC1=C(C=C(C=C1)CCl)OC